O1-tert-butyl O2-methyl (2S,4E)-4-(dimethylaminomethylene)-5-oxo-pyrrolidine-1,2-dicarboxylate CN(C)\C=C\1/C[C@H](N(C1=O)C(=O)OC(C)(C)C)C(=O)OC